The molecule is an acyl-CoA that results from the formal condensation of the thiol group of coenzyme A with the carboxy group of oscr#35. It derives from an oscr#35. It is a conjugate acid of an oscr#35-CoA(4-). C[C@H]1[C@@H](C[C@H]([C@@H](O1)OCCCCCCCCCCCCCCCCC/C=C/C(=O)SCCNC(=O)CCNC(=O)[C@@H](C(C)(C)COP(=O)(O)OP(=O)(O)OC[C@@H]2[C@H]([C@H]([C@@H](O2)N3C=NC4=C(N=CN=C43)N)O)OP(=O)(O)O)O)O)O